C1(CC1)C1=C(C=C(C(=C1)CN1CCC2(CC(N(C2)C2=CC=C(C=C2)P(O)(O)=O)=O)CC1)OCC)C1=CC=C(C=C1)F (4-(8-((2-cyclopropyl-5-ethoxy-4'-fluoro-[1,1'-biphenyl]-4-yl)methyl)-3-oxo-2,8-diazaspiro[4.5]decan-2-yl)phenyl)phosphonic acid